C(C)(C)(C)OC(=O)N1CCC(=CC1)CC1=CC(=NC=C1)C(=O)OC Methyl 4-((1-(tert-butoxycarbonyl)-1,2,3,6-tetrahydropyridin-4-yl)methyl)picolinate